C(C)(C)(C)OC(=O)NC=1C=C(N(C1)C)C(=O)NC=1C=CC(=NC1)C1=CC(=C(S1)C(=O)OC)C Methyl 5-(5-(4-((tert-butoxycarbonyl)amino)-1-methyl-1H-pyrrole-2-carboxamido)pyridin-2-yl)-3-methylthiophene-2-carboxylate